4-[(allyloxy)methyl]-2-hydroxy-4-(1-methoxyethyl)phenol C(C=C)OCC1(CC(=C(C=C1)O)O)C(C)OC